11,12-dihydro-12-(biphenyl-3-yl)-indolo[2,3-a]carbazole-1,2,3,4,5,6,7,8,9,10-d C1(=CC(=CC=C1)N1C=2C(=C(C(=C(C2C2=C1C=1NC3=C(C(=C(C(=C3C1C(=C2[2H])[2H])[2H])[2H])[2H])[2H])[2H])[2H])[2H])[2H])C2=CC=CC=C2